C1(CC1)C=1C=C(C(C(=CC1)O)=O)C 4-cyclopropyl-7-hydroxy-2-methylcyclohepta-2,4,6-trien-1-one